COC1=C(C=CC(=C1)N1CCC(CC1)NC1CCN(CC1)C)NC1=NC=NC(=C1)N1OCC[C@@H]1C1=CC=CC=C1 (R)-N-(2-methoxy-4-(4-((1-methylpiperidin-4-yl)amino)piperidin-1-yl)phenyl)-6-(3-phenylisooxazolidin-2-yl)pyrimidin-4-amine